Octadecanoic acid (R)-1-((R)-1-{(R)-2-[2-(5-bromo-quinoxalin-6-ylamino)-4,5-dihydro-imidazol-1-yl]-1-methyl-2-oxo-ethoxycarbonyl}-ethoxycarbonyl)-ethyl ester BrC1=C2N=CC=NC2=CC=C1NC=1N(CCN1)C([C@H](OC(=O)[C@@H](C)OC(=O)[C@@H](C)OC(CCCCCCCCCCCCCCCCC)=O)C)=O